ClC1=NC=C(C(=N1)C1=CNC2=C(C=CC=C12)[N+](=O)[O-])F 3-(2-chloro-5-fluoropyrimidin-4-yl)-7-nitro-1H-indole